3-(3,5-dibromo-4-hydroxy-benzoyl)-2-ethyl-benzofuran-6-sulfonic acid-(4-(thiazol-2-ylsulfamoyl)-phenyl)-amide S1C(=NC=C1)NS(=O)(=O)C1=CC=C(C=C1)NS(=O)(=O)C1=CC2=C(C(=C(O2)CC)C(C2=CC(=C(C(=C2)Br)O)Br)=O)C=C1